C1(CC1)C(C(C(=O)NC1=CC=C(C=C1)C=1C(=NN(C1C)COCC[Si](C)(C)C)C)C1=NN=C(N1COCC[Si](C)(C)C)C1=C(C=CC=C1)F)C1CC1 3,3-dicyclopropyl-N-[4-[3,5-dimethyl-1-(2-trimethylsilylethoxymethyl)pyrazol-4-yl]phenyl]-2-[5-(2-fluorophenyl)-4-(2-trimethylsilylethoxymethyl)-1,2,4-triazol-3-yl]propanamide